O1N=CC=C1C(=O)N1CCN(CC1)C=1C=2N(C=C(C1)S(=O)(=O)NC1(CC1)C)C(=NC2)C=2SC(=NN2)C(F)(F)F 8-(4-(isoxazole-5-carbonyl)piperazin-1-yl)-N-(1-methylcyclopropyl)-3-(5-(trifluoromethyl)-1,3,4-thiadiazol-2-yl)imidazo[1,5-a]pyridine-6-sulfonamide